C(CCC)C=1N(C2=C(C(=NC=3C=CC=CC23)N)N1)CCOCCS(=O)(=O)C 2-butyl-1-{2-[2-(methylsulfonyl)ethoxy]ethyl}-1H-imidazo[4,5-c]quinolin-4-amine